N[C@@H]1C[C@@H](CC1)OC1=CC=C(C(=C1C1=CC(=NN1)NC=1N=CC(=NC1)C#N)OC)C 5-((5-(6-(((1R,3S)-3-Aminocyclopentyl)oxy)-2-methoxy-3-methylphenyl)-1H-pyrazol-3-yl)amino)pyrazine-2-carbonitrile